methyl 8-[4-(dimethylamino)-N-(5-hydroxypentyl)butanamido]-octadecenoate Methyl-8-[4-(dimethylamino)-N-[5-(oxan-2-yloxy)pentyl]butanamido]octadecanoate COC(CCCCCCC(CCCCCCCCCC)N(C(CCCN(C)C)=O)CCCCCOC1OCCCC1)=O.CN(CCCC(=O)N(CCCCCO)C(CCCCC=CC(=O)OC)CCCCCCCCCC)C